methyl (2S)-2-[[2-[(2R)-1-[(2,3-difluorophenyl)methyl]-5-oxopyrrolidin-2-yl]acetyl]amino]-3-(1H-imidazol-4-yl)propionat FC1=C(C=CC=C1F)CN1[C@H](CCC1=O)CC(=O)N[C@H](C(=O)OC)CC=1N=CNC1